D-GLUCOPYRANURONIC ACID OC1[C@H](O)[C@@H](O)[C@H](O)[C@H](O1)C(=O)O